ClC=1C=C(C=CC1Cl)NC(=O)[C@H]1[C@H]2[C@@H]3C[C@@H]3[C@@H]([C@@H]1C1=CC(=NC=C1)OC)O2 (1S,2S,4R,5R,6R,7S)-N-(3,4-dichlorophenyl)-7-(2-methoxypyridin-4-yl)-8-oxatricyclo[3.2.1.02,4]octane-6-carboxamide